O1COCC2=C1C=CC(=C2)C(N2CCN(CC2)C(=O)N2N=C(N=C2)C#N)C2=CC1=C(OCOC1)C=C2 1-(4-(bis(4H-benzo[d][1,3]dioxin-6-yl)methyl)piperazine-1-carbonyl)-1H-1,2,4-triazole-3-carbonitrile